tert-butyl {cis-3-[(but-2-en-1-yl)oxy]cyclobutyl}carbamate C(C=CC)O[C@H]1C[C@H](C1)NC(OC(C)(C)C)=O